S-(trifluoromethylthio) dodecanethioate C(CCCCCCCCCCC)(SSC(F)(F)F)=O